C(C)C1=NN(C2=C1C(NCC1(CCOCC1)C2)=O)C[C@H](COC(C2=CC=C(C=C2)C(NC)=O)=O)C 4-(methylcarbamoyl)benzoic acid [(2R)-3-(3-ethyl-4-oxo-spiro[6,8-dihydro-5H-pyrazolo[4,3-c]azepin-7,4'-tetrahydropyran]-1-yl)-2-methyl-propyl] ester